tert-butyl (4-(3-fluoro-4-methoxystyryl)thiazol-2-yl)carbamate FC=1C=C(C=CC=2N=C(SC2)NC(OC(C)(C)C)=O)C=CC1OC